1-(4-chlorobenzyl)-3-(4-((3-cyano-3-methylazetidin-1-yl)sulfonyl)phenyl)urea ClC1=CC=C(CNC(=O)NC2=CC=C(C=C2)S(=O)(=O)N2CC(C2)(C)C#N)C=C1